2-(6,7-difluoronaphthalen-1-yl)-4,4,5,5-tetramethyl-1,3,2-dioxaborolane FC=1C=C2C=CC=C(C2=CC1F)B1OC(C(O1)(C)C)(C)C